NCC1CCC(N1C)=O 5-(aminomethyl)-1-methylpyrrolidin-2-one